4,4'-dimethyl-[1,1'-biphenyl] CC1=CC=C(C=C1)C1=CC=C(C=C1)C